2-(2-(cyclopropanesulfonylamino)pyrimidin-4-yl)-N-(4-(6-ethoxypyrazin-2-yl)phenyl)butanamide rac-tert-Butyl-2-(2-chloroacetyl)pyrrolidine-1-carboxylate C(C)(C)(C)OC(=O)N1[C@H](CCC1)C(CCl)=O.C1(CC1)S(=O)(=O)NC1=NC=CC(=N1)C(C(=O)NC1=CC=C(C=C1)C1=NC(=CN=C1)OCC)CC |r|